N1([C@@H](CCCC[C@@H]1C(=O)OCC)C(=O)OCC)C(=O)OC(C)(C)C |o1:1,6| 1-(tert-Butyl) 2,7-diethyl Rel-(2S,7R)-azepane-1,2,7-tricarboxylate